2,3-dimercapto-1-propanesulfonate sodium salt [Na+].SC(CS(=O)(=O)[O-])CS